C1(=CC=C(C=C1)S(=O)(=O)N1C=CC=2C1=NC=C(C2)C2CC(CC2)O)C 3-[1-(p-tolylsulfonyl)pyrrolo[2,3-b]pyridin-5-yl]cyclopentanol